2-[4-[7-[6-amino-4-methyl-3-(trifluoromethyl)-2-pyridyl]-6-chloro-8-fluoro-2-[[(2S,4R)-4-fluoro-1-methylpyrrolidin-2-yl]methoxy]quinazolin-4-yl]piperazin-2-yl]acetonitrile NC1=CC(=C(C(=N1)C1=C(C=C2C(=NC(=NC2=C1F)OC[C@H]1N(C[C@@H](C1)F)C)N1CC(NCC1)CC#N)Cl)C(F)(F)F)C